1-((4-(3-(5-(cyclopropanecarboxamido)-1-methyl-1H-pyrazolo[3,4-c]pyridin-3-yl)-2-methoxyphenyl)-1H-pyrazol-1-yl)methyl)cyclopropane-1-carboxylic acid C1(CC1)C(=O)NC=1C=C2C(=CN1)N(N=C2C=2C(=C(C=CC2)C=2C=NN(C2)CC2(CC2)C(=O)O)OC)C